di(2-ethyl-2-propenyl) ether C(C)C(COCC(=C)CC)=C